N-(4-(4-(((dimethylamino)methylene)amino)-1H-pyrazolo[3,4-d]pyrimidin-3-yl)benzyl)-5-fluoro-2-methoxybenzamide CN(C)C=NC1=C2C(=NC=N1)NN=C2C2=CC=C(CNC(C1=C(C=CC(=C1)F)OC)=O)C=C2